C[C@@H]1N(CCOC1)C1=C2CC(N(CC2=CC=C1)C(=O)OC(C)(C)C)CN([C@H]1CCCC=2C=CC=NC12)C tert-Butyl 5-[(3S)-3-methylmorpholin-4-yl]-3-[[methyl-[(8S)-5,6,7,8-tetrahydroquinolin-8-yl]amino]methyl]-3,4-dihydro-1H-isoquinoline-2-carboxylate